C(C1=CC=CC=C1)N1C(N(C(C=2N(C(=NC12)S(=O)(=O)C)C)=O)C)=O 3-benzyl-1,7-dimethyl-8-(methylsulfonyl)-1H-purine-2,6(3H,7H)-dione